COC1=CC=C(C=C1)S(=O)(=O)NC1=CC=CC=C1 N-p-methoxybenzenesulphonylaniline